(R)-2-(1-(6-(5-((((3,3-difluorocyclobutyl)(methyl)aminocarbonyl)oxy)methyl)-1-methyl-1H-pyrazol-4-yl)-2-ethylpyridin-3-yl)piperidin-3-yl)acetic acid FC1(CC(C1)N(C(=O)OCC1=C(C=NN1C)C1=CC=C(C(=N1)CC)N1C[C@H](CCC1)CC(=O)O)C)F